FC1=CC=C(C=C1)SCC(=C(F)F)Br 2-bromo-3,3-difluoroallyl 4-fluorophenyl thioether